2-(N-hydroxyethylamino)ethylammonium OCCNCC[NH3+]